2-((((1s,4S)-4-(Benzyloxy)cyclohexyl)methyl)amino)-1-(3-fluorophenyl)-ethan-1-ol C(C1=CC=CC=C1)OC1CCC(CC1)CNCC(O)C1=CC(=CC=C1)F